C1=C(C=CC2=CC=CC=C12)S(=O)(=O)O β-naphthalensulfonic acid